6-[(1R)-1-aminopropyl]-2-chloro-N-[(furan-2-yl)methyl]-7-methylthieno[3,2-d]pyrimidin-4-amine hydrochloride Cl.N[C@H](CC)C1=C(C=2N=C(N=C(C2S1)NCC=1OC=CC1)Cl)C